C(C(C(F)(F)S(=O)(=O)O)(F)F)(C(F)(F)F)(F)F The molecule is a perfluoroalkanesulfonic acid that is butane-1-sulfonic acid in which all of the hydrogens of the butyl group have been replaced by fluorines. It has a role as a surfactant.